C(C)OC(=O)C1=C(SC=C1O)C=1C=NN(C1)C 4-hydroxy-2-(1-methyl-1H-pyrazol-4-yl)thiophene-3-carboxylic acid ethyl ester